ClC=1C=C(N=NC1)C1=CC(=C(C=C1)OC)OCCC 5-chloro-3-(4-methoxy-3-propoxyphenyl)pyridazine